N1=CC(=C2N1C=CC=C2)C=2OC=CN2 2-pyrazolo[1,5-a]pyridin-3-yloxazole